ClC1=C(C=CC=C1)SCC(=O)N1CC2=CC=CC=C2C1 2-[(2-chlorophenyl)sulfanyl]-1-(1,3-dihydro-2H-isoindol-2-yl)ethanone